ClC1=C(C=C2C=C(N=CC2=C1)NC(=O)[C@@H]1CC12CC2)N2CCN(CC2)[C@]2(COC[C@H]2F)C (R)-N-[7-chloro-6-[4-((3S,4S)-4-fluoro-3-methyl-tetrahydrofuran-3-yl)piperazin-1-yl]-3-isoquinolyl]spiro[2.2]pentane-2-carboxamide